2-chloro-6-(cyclopropylamino)pyridine-3-carbonitrile ClC1=NC(=CC=C1C#N)NC1CC1